5-(8-(7-(1,1-Difluoroethyl)-1,3-dimethyl-2-oxo-1,2,3,4-tetrahydroquinazolin-5-yl)isoquinolin-3-yl)-N-(3-(3-((2,6-dioxopiperidin-3-yl)amino)phenyl)prop-2-yn-1-yl)-3-methylpicolinamide FC(C)(F)C1=CC(=C2CN(C(N(C2=C1)C)=O)C)C=1C=CC=C2C=C(N=CC12)C=1C=C(C(=NC1)C(=O)NCC#CC1=CC(=CC=C1)NC1C(NC(CC1)=O)=O)C